1-(2-aminoethyl)imidazolidin-2-one NCCN1C(NCC1)=O